C(C)OC(=O)C1=NOC(=C1)C1=CC(=CC=C1)C(F)(F)F 5-(3-trifluoromethyl-phenyl)-isoxazole-3-carboxylic acid ethyl ester